tert-butyl (4,4-difluoropyrrolidin-3-yl)carbamate FC1(C(CNC1)NC(OC(C)(C)C)=O)F